2,9-dibromo-8-chloro-7-(2,6-difluorophenyl)-5H-pyrimido[1,2-a][1,4]benzodiazepine-3-One BrC=1C(N=C2N(C3=C(C(=NC2)C2=C(C=CC=C2F)F)C(=C(C=C3)Br)Cl)C1)=O